benzyl 2-methylpropanoate (Benzyl Isobutyrate) C(C1=CC=CC=C1)C(C(=O)O)(C)C.CC(C(=O)OCC1=CC=CC=C1)C